ClC1=CC(=C(C=C1)S)S 4-chloro-1,2-dimercaptobenzene